O1CC(C1)N1N=CC(=C1)C=1C=CC=2N(C1)C=C(N2)C(=O)N 6-(1-(oxetan-3-yl)-1H-pyrazol-4-yl)imidazo[1,2-a]pyridine-2-carboxamide